N-(2-(4-chloro-1-isopropyl-1H-pyrazol-5-yl)-4-(4-(1-ethyl-4-(trifluoromethyl)-1H-imidazol-2-yl)benzyl)-5-oxo-4,5,6,7-tetrahydropyrazolo[1,5-a]pyrimidin-6-yl)acetamide ClC=1C=NN(C1C1=NN2C(N(C(C(C2)NC(C)=O)=O)CC2=CC=C(C=C2)C=2N(C=C(N2)C(F)(F)F)CC)=C1)C(C)C